[(6-fluoro-4-iodopyridin-2-yl)oxy]propan-2-ol FC1=CC(=CC(=N1)OCC(C)O)I